ClC=1C(=C2C=NNC2=C(C1F)NN1CCN(CC1)C)C=1N=CC=2N(C1)C=C(N2)NC(=O)[C@H]2[C@H](C2)F (1S,2S)-N-(6-(5-chloro-6-fluoro-7-((4-methylpiperazin-1-yl)amino)-1H-indazol-4-yl)imidazo[1,2-a]pyrazin-2-yl)-2-fluorocyclopropane-1-carboxamide